3-benzyl-1-(trans-4-((5-cyano-4-(3-hydroxy-piperidin-1-yl)-pyrimidin-2-yl)-amino)cyclohexyl)-1-(5-(1-methyl-1H-pyrazol-4-yl)-pyridin-2-yl)urea C(C1=CC=CC=C1)NC(N(C1=NC=C(C=C1)C=1C=NN(C1)C)[C@@H]1CC[C@H](CC1)NC1=NC=C(C(=N1)N1CC(CCC1)O)C#N)=O